O1C(COCC1)COC1=NC(N2C(C3=CC=C(C=C3CC2)C=2C=NNC2)=C1)=O 2-([1,4]Dioxan-2-ylmethoxy)-9-(1H-pyrazol-4-yl)-6,7-dihydro-pyrimido[6,1-a]isoquinolin-4-one